Tert-butyl (R,E)-6-bromo-1-((tert-butylsulfinyl)imino)-1,3-dihydrospiro[indene-2,4'-piperidine]-1'-carboxylate BrC1=CC=C2CC3(CCN(CC3)C(=O)OC(C)(C)C)\C(\C2=C1)=N/[S@](=O)C(C)(C)C